C1(CCC1)C(=O)C1=CN(C=2N=CN=C(C21)N[C@@H]2CC[C@@H](N(C2)C(=O)OCC2=CC=CC=C2)C)COCC[Si](C)(C)C Benzyl (2S,5R)-5-((5-(cyclobutanecarbonyl)-7-((2-(trimethylsilyl)ethoxy)methyl)-7H-pyrrolo[2,3-d]pyrimidin-4-yl)amino)-2-methylpiperidine-1-carboxylate